N-(4-(6-methoxy-7-(piperidin-3-ylmethoxy)quinazolin-4-yl)phenyl)-2-(4-(trifluoromethyl)phenyl)acetamide COC=1C=C2C(=NC=NC2=CC1OCC1CNCCC1)C1=CC=C(C=C1)NC(CC1=CC=C(C=C1)C(F)(F)F)=O